(S)-6-cyclopropyl-7-(2-fluorophenyl)-1-(2-isopropyl-4-methylpyridin-3-yl)-4-(2-methylpiperazin-1-yl)pyrido[2,3-d]pyrimidin-2(1H)-one C1(CC1)C1=CC2=C(N(C(N=C2N2[C@H](CNCC2)C)=O)C=2C(=NC=CC2C)C(C)C)N=C1C1=C(C=CC=C1)F